N[C@@H]1[C@H](CCCC1)C(=O)O (1S,2S)-2-aminocyclohexanecarboxylic acid